2-(6-((2-((4-(4-(azetidin-1-yl)piperidin-1-yl)-3-ethoxyphenyl)amino)-5-methylthieno[2,3-d]pyrimidin-4-yl)amino)pyridin-2-yl)propan-2-ol N1(CCC1)C1CCN(CC1)C1=C(C=C(C=C1)NC=1N=C(C2=C(N1)SC=C2C)NC2=CC=CC(=N2)C(C)(C)O)OCC